C(C)C1=NN=C2N1C1=C(C(=CC(=C1NC2(C)C)F)C2=C1C=CN(C1=CC(=C2)F)S(=O)(=O)C)C 1-ethyl-6-fluoro-8-(6-fluoro-1-methylsulfonyl-1H-indol-4-yl)-4,4,9-trimethyl-5H-[1,2,4]triazolo[4,3-a]quinoxaline